FC=1C(=NC(=NC1)C1=NN(C(=C1)C1=NOC=C1)CC1=C(C=CC=C1)F)O 5-fluoro-2-(1-(2-fluorobenzyl)-5-(isoxazol-3-yl)-1H-pyrazol-3-yl)pyrimidin-4-ol